((6-chloro-2-cyclopropyl-7-fluoro-1-(pyridin-3-yl)-1H-indol-3-yl)thio)-2-fluorobenzoic acid sodium salt [Na+].ClC1=CC=C2C(=C(N(C2=C1F)C=1C=NC=CC1)C1CC1)SC=1C(=C(C(=O)[O-])C=CC1)F